D-3-isopropyl-thioxanthone C(C)(C)C=1C=CC=2C(C3=CC=CC=C3SC2C1)=O